(R)-1-(((2-(4'-Fluoro-2'-(4-methyl-4H-1,2,4-triazol-3-yl)-[1,1'-biphenyl]-3-yl)-7-(trifluoromethyl)benzo[d]oxazol-5-yl)methyl)amino)propan-2-ol FC1=CC(=C(C=C1)C1=CC(=CC=C1)C=1OC2=C(N1)C=C(C=C2C(F)(F)F)CNC[C@@H](C)O)C2=NN=CN2C